F[C@@H]1CN(CC1)[C@H](C)C1=CC(=C2CN(C(C2=C1)=O)C1=CC(=CC=C1)[C@@](C(C1=NN=CN1C)(F)F)(C)F)C(F)(F)F 6-((R)-1-((S)-3-fluoropyrrolidin-1-yl)ethyl)-2-(3-((R)-1,1,2-trifluoro-1-(4-methyl-4H-1,2,4-triazol-3-yl)propan-2-yl)phenyl)-4-(trifluoromethyl)isoindolin-1-one